FC=1C=C(C=CC1)N(C(=O)OCC1CCC(CC1)COCC(=O)O)C1=CC=C(C=C1)C 2-(((1r,4r)-4-(((3-fluorophenyl)(p-tolyl)carbamoyloxy)methyl)cyclohexyl)methoxy)acetic acid